C[C@H]1N(CCN(C1)C)C=1C(=C2C(=CN1)NC(=C2C(C)C)C=2C(=C(C=1N(C2)N=CN1)C)C)F (R)-6-(5-(2,4-dimethylpiperazin-1-yl)-4-fluoro-3-isopropyl-1H-pyrrolo[2,3-c]pyridin-2-yl)-7,8-dimethyl-[1,2,4]triazolo[1,5-a]pyridine